N-(((2S,5R)-5-aminotetrahydro-2H-pyran-2-yl)methyl)-2-methoxyethane-1-sulfonamide hydrochloride Cl.N[C@@H]1CC[C@H](OC1)CNS(=O)(=O)CCOC